COC(C#CC=1C2=C(C(N(C1)C)=O)NC(=C2C(=O)OCC)C)(C)C ethyl 4-(3-methoxy-3-methyl-but-1-ynyl)-2,6-dimethyl-7-oxo-1H-pyrrolo[2,3-c]pyridine-3-carboxylate